NC1=NC(=NC(=C1C(=O)OCC)C12CC(C1)(C2)C(F)(F)F)Cl ethyl 4-amino-2-chloro-6-[3-(trifluoromethyl)-1-bicyclo[1.1.1]pentanyl]pyrimidine-5-carboxylate